tert-butyl ((1s,3s)-3-((3-(2-ethyl-4-((3-(3-(trifluoromethyl)-1H-pyrazol-4-yl)imidazo[1,2-a]pyrazin-8-yl)amino)benzamido)propyl)carbamoyl)cyclobutyl)carbamate C(C)C1=C(C(=O)NCCCNC(=O)C2CC(C2)NC(OC(C)(C)C)=O)C=CC(=C1)NC=1C=2N(C=CN1)C(=CN2)C=2C(=NNC2)C(F)(F)F